OC(CN1C[C@@H]2[C@H](C1)CC(C2)OC=2C(=NC=CC2)C)C2=CC=C(C=C2)O rac-4-(1-hydroxy-2-((3aR,5s,6aS)-5-((2-methylpyridin-3-yl)oxy)hexahydrocyclopenta[c]pyrrol-2(1H)-yl)ethyl)phenol